COC(\C(=C\C(=O)O)\CCOC(=O)OC(C)C)=O (methylethoxycarbonyloxy)ethyl-(2E)-but-2-ene-1,4-dioic acid methyl ester